CNC1=NC=CC(=C1)C 2-(methylamino)-4-methylpyridine